(R)-1-cyclopropylethyl-amine C1(CC1)[C@@H](C)N